CC1(O[C@@H]2[C@H](O1)CO[C@H]2CO)C [(3aS,4S,6aR)-2,2-dimethyl-tetrahydrofuro[3,4-d][1,3]dioxol-4-yl]methanol